ClC1=CC2=C(N(C(N=C2N2C[C@H](NCC2)C)=O)C=2C(=NC=CC2C)C(C)C)N=C1C1=C(C=CC=C1)F (M,R)-6-chloro-7-(2-fluorophenyl)-1-(2-isopropyl-4-methylpyridin-3-yl)-4-(3-methylpiperazin-1-yl)pyrido[2,3-d]pyrimidin-2(1H)-one